pentaerythritol tetra-(3-mercaptobutyrate) SC(CC(=O)OCC(COC(CC(C)S)=O)(COC(CC(C)S)=O)COC(CC(C)S)=O)C